C(C)OC1=CC=NC=C1C#CC1=C(C=CC=C1)NS(=O)(=O)C=1C=CC(=C2C=CC=NC12)OC 4-Ethoxy-5-{2-[2-(5-methoxychinolin-8-sulfonamido)phenyl]ethynyl}pyridin